tert-butyl (3-sulfamoyl-6,7-dihydro-5H-pyrazolo[5,1-b][1,3]oxazin-6-yl)carbamate S(N)(=O)(=O)C=1C=NN2C1OCC(C2)NC(OC(C)(C)C)=O